N-((6-(2,4-dioxotetrahydropyrimidin-1(2H)-yl)pyridazin-3-yl)methyl)-4,9-dioxo-4,9-dihydronaphtho[2,3-b]furan-2-carboxamide O=C1N(CCC(N1)=O)C1=CC=C(N=N1)CNC(=O)C1=CC2=C(O1)C(C1=CC=CC=C1C2=O)=O